2-methoxycyclopropanamine COC1C(C1)N